(S)-2-(1-acetylpiperidin-3-yl)-4-nitroisoindoline-1,3-dione C(C)(=O)N1C[C@H](CCC1)N1C(C2=CC=CC(=C2C1=O)[N+](=O)[O-])=O